4-(piperidine-4-yl)pyridine N1CCC(CC1)C1=CC=NC=C1